(3E,3aR,8bS)-3-({[(2R)-4-Methyl-5-oxo-2,5-dihydrofuran-2-yl]oxy}methylen)-3,3a,4,8b-tetrahydro-2H-indeno[1,2-b]furan-2-on CC1=C[C@@H](OC1=O)O\C=C\1/[C@@H]2[C@H](OC1=O)C1=CC=CC=C1C2